NC1=C2C(=NC=N1)N(N=C2C2=CC=C(C=1N2C=CN1)NC(=O)NC1=NOC(=C1)C1(CC1)C(F)(F)F)C1CNC1 1-(5-(4-amino-1-(azetidin-3-yl)-1H-pyrazolo[3,4-d]pyrimidin-3-yl)imidazo[1,2-a]-pyridin-8-yl)-3-(5-(1-(tri-fluoromethyl)cyclopropyl)-isoxazol-3-yl)urea